N-[6-(N-hydroxycarbamimidoyl)-5-[4-(trifluoromethyl)anilino]pyrazin-2-yl]acetamide ONC(=N)C1=C(N=CC(=N1)NC(C)=O)NC1=CC=C(C=C1)C(F)(F)F